O1CCOC12CC(NCCC2)=O 1,4-dioxa-8-azaspiro[4.6]undecan-7-one